Tert-butyl 4-(3-(4-methoxyphenyl)-1,2,4-oxadiazol-5-yl)piperazine-1-carboxylate COC1=CC=C(C=C1)C1=NOC(=N1)N1CCN(CC1)C(=O)OC(C)(C)C